BrC1=C(C(=O)NC(NC=2C(=NC=CC2)C)=O)C(=CC(=C1)Cl)F 2-bromo-4-chloro-6-fluoro-N-((2-methylpyridin-3-yl)carbamoyl)benzamide